FC1=CC(=CC=2N=COC21)C2=CNC1=NC=C(C=C12)C1=CC=C(CN2CC(CCC2)O)C=C1 1-(4-(3-(7-fluorobenzo[d]oxazol-5-yl)-1H-pyrrolo[2,3-b]pyridin-5-yl)benzyl)piperidin-3-ol